C1N(CC2=CC=CC=C12)CC=1OC=C(C(C1)=O)OC[C@H]1CNCC1 (R)-2-(isoindolin-2-ylmethyl)-5-(pyrrolidin-3-ylmethoxy)-4H-pyran-4-one